1-methyl-1H-pyrazol-5-yl carbamate C(N)(OC1=CC=NN1C)=O